[3-[[2-Fluoro-4-(trifluoromethyl)phenyl]methoxy]azetidin-1-yl]-[3-(2-methylpyrazol-3-yl)pyrrolidin-1-yl]methanone FC1=C(C=CC(=C1)C(F)(F)F)COC1CN(C1)C(=O)N1CC(CC1)C=1N(N=CC1)C